dichloropropenoxyphenoxy bromide ClC(C=COC1=C(OBr)C=CC=C1)Cl